CN1C(C(=C(C2=CC=CC=C12)N1CC2(CN(C2)C2=CC=C(C=C2)OC(F)(F)F)CC1)C#N)=O 1-Methyl-2-oxo-4-{2-[4-(trifluoromethoxy)phenyl]-2,6-diazaspiro[3.4]oct-6-yl}-1,2-dihydro-quinoline-3-carbonitrile